NC1=NN2C(N=CC=C2)=C1C(=O)NC(C)C1=CC(=C2C(=NNC2=C1C1=CC=CC=C1)C)Cl 2-amino-N-(1-(4-chloro-3-methyl-7-phenyl-1H-indazol-6-yl)ethyl)pyrazolo[1,5-a]pyrimidine-3-carboxamide